4-formyl-1-methylpyridinium iodide [I-].C(=O)C1=CC=[N+](C=C1)C